N-(2,2,2-trifluoroethyl)pyridazine FC(CN1NC=CC=C1)(F)F